BrC1(C2CN(CC12)C(=O)OC(C)(C)C)F tert-butyl 6-bromo-6-fluoro-3-azabicyclo[3.1.0]hexane-3-carboxylate